2-{[8-(5-acetamidopyridin-3-yl)-3-oxo-1H,2H,3H-benzo[e]isoindol-2-yl]methyl}prop-2-enamide C(C)(=O)NC=1C=C(C=NC1)C=1C=CC2=C(C=3CN(C(C3C=C2)=O)CC(C(=O)N)=C)C1